N-((R)-1-(2-(1-ethyl-1H-pyrazol-3-yl)quinolin-4-yl)ethyl)-2-methyl-5-(((R)-1-methylpyrrolidin-2-yl)methoxy)benzamide C(C)N1N=C(C=C1)C1=NC2=CC=CC=C2C(=C1)[C@@H](C)NC(C1=C(C=CC(=C1)OC[C@@H]1N(CCC1)C)C)=O